3-amino-4-[6,7-difluoro-1-(oxan-2-yl)indazol-4-yl]-5-fluoro-1H-1,7-phenanthrolin-2-one NC=1C(NC2=C3C=CC=NC3=CC(=C2C1C1=C2C=NN(C2=C(C(=C1)F)F)C1OCCCC1)F)=O